O\N=C(\C(=O)NCC[Se]SC1=CC=CC=C1)/CC1=CC=CC=C1 (E)-2-(Hydroxyimino)-3-phenyl-N-(2-((phenylthio)selanyl)ethyl)propanamid